O=C1N(C(C2=CC=CC=C12)=O)[C@@H](CNC(OC(C)(C)C)=O)C=1C(=C2COC(C2=CC1)=O)C tert-butyl (R)-(2-(1,3-dioxoisoindolin-2-yl)-2-(4-methyl-1-oxo-1,3-dihydroisobenzofuran-5-yl)ethyl)carbamate